tert-Butyl (R)-6-(3-(2-methoxyethyl)morpholino)quinoline-4-carboxylate COCC[C@@H]1COCCN1C=1C=C2C(=CC=NC2=CC1)C(=O)OC(C)(C)C